CO[C@H]1[C@@H](OC)O[C@H]([C@@H]1OC)[C@H](OC)COC methyl 2,3,5,6-tetra-O-methyl-α-D-galactofuranoside